ClC1=CC=C(C(=N1)NC1(COCC1)C)[N+](=O)[O-] 6-Chloro-N-(3-methyltetrahydrofuran-3-yl)-3-nitropyridin-2-amine